rac-7-bromo-4-chloro-2-((1S*,2S*)-2-(4-methylpyrimidin-2-yl)cyclopropyl)quinolin BrC1=CC=C2C(=CC(=NC2=C1)[C@@H]1[C@H](C1)C1=NC=CC(=N1)C)Cl |r|